ClC=1N=C2C(=C(C(N(C2=CC1)C)=O)C#N)N(C)[C@@H]1CC[C@@H](CC1)N(C1=CC(=CC=C1)OC)CC1CC1 cis-6-chloro-4-((4-((cyclopropylmethyl)(3-methoxyphenyl)amino)cyclohexyl)(methyl)amino)-1-methyl-2-oxo-1,2-dihydro-1,5-naphthyridine-3-carbonitrile